NC1=NC=CC=2N1C(=NC2C2CN(CCC2)C(C=C)=O)C2=C(C=C(C=C2)OC2=NC=CC(=C2)C2CC2)F 1-(3-(5-amino-3-(4-((4-cyclopropylpyridin-2-yl)oxy)-2-fluorophenyl)imidazo[1,5-c]pyrimidin-1-yl)piperidin-1-yl)prop-2-en-1-one